iron hydroxy oxide OOO.[Fe]